ClCC1C2(CCC(C1)C2)CN=C=O Chloromethyl-isocyanatomethyl-norbornane